5-methyl-3-[[(2S,4S)-2-methyl-4-piperidyl]oxymethyl]-1,2,4-oxadiazole hydrochloride Cl.CC1=NC(=NO1)CO[C@@H]1C[C@@H](NCC1)C